C1(=CC=CC=C1)N=NC1=CC=C(C=C1)OC(C(=C)C)=O 4-(Phenyldiazenyl)phenylmethacrylat